ClC=1C=C(C=O)C=C(C1O)O 3-CHLORO-4,5-DIHYDROXYBENZALDEHYDE